3-(1-oxo-5-(4-(pyrrolidin-1-ylmethyl)quinolin-2-yl)isoindolin-2-yl)piperidine-2,6-dione O=C1N(CC2=CC(=CC=C12)C1=NC2=CC=CC=C2C(=C1)CN1CCCC1)C1C(NC(CC1)=O)=O